BrC1=C(C=C2C(=NC=NC2=C1F)N1CCN(CC1)C(=O)OC(C)(C)C)Cl tert-Butyl 4-(7-bromo-6-chloro-8-fluoroquinazolin-4-yl)piperazine-1-carboxylate